CC1(OB(OC1(C)C)C=1C=CNC1)C 4-(4,4,5,5-tetramethyl-1,3,2-dioxaborolan-2-yl)-1H-pyrrole